C1(CC1)C1=NC=NC(=C1C1=NC=C2C(=N1)N(C(NC2)=O)CC2=CC=C(C=C2)C=2N(C=C(N2)C(F)(F)F)C)OC 7-(4-cyclopropyl-6-methoxypyrimidin-5-yl)-1-(4-(1-methyl-4-(trifluoromethyl)-1H-imidazol-2-yl)benzyl)-3,4-dihydropyrimido[4,5-d]pyrimidin-2(1H)-one